FC=1C(=C(NC2=C(NC3=C2C(NCC3)=O)C3=C(C=NC=C3)OC[C@@H]3CNCCO3)C=CC1)OC 3-(3-Fluoro-2-methoxyanilino)-2-(3-{[(2S)-morpholin-2-yl]methoxy}pyridin-4-yl)-1,5,6,7-tetrahydro-4H-pyrrolo[3,2-c]pyridin-4-one